4-cyanopyridin C(#N)C1=CC=NC=C1